2-(4-tert-butyl-N-[(2R)-2-methoxycarbonylpyrrolidin-1-yl]sulfonyl-anilino)-2-(5-fluoro-3-pyridyl)acetic acid C(C)(C)(C)C1=CC=C(N(S(=O)(=O)N2[C@H](CCC2)C(=O)OC)C(C(=O)O)C=2C=NC=C(C2)F)C=C1